FC(C(C(F)(F)F)(O)C1=CC=C(C=C1)C1=CC=C(C=C1)CN1[C@H](CN(CC1)CC1=CC=NC=C1)CC(=O)OCC)(F)F ethyl (S)-2-(1-((4'-(1,1,1,3,3,3-hexafluoro-2-hydroxypropan-2-yl)-[1,1'-biphenyl]-4-yl)methyl)-4-(pyridin-4-ylmethyl)piperazin-2-yl)acetate